sodium hexamethylenediamine NCCCCCCN.[Na]